ClC=1C(=CC(=C(NC=2C3=C(N=CN2)C=CC(=N3)O[C@@H]3CN(CC3)C(=O)OC(C)(C)C)C1)F)OCC1COC1 tert-Butyl (3S)-3-[4-[5-chloro-2-fluoro-4-(oxetan-3-ylmethoxy)anilino]pyrido[3,2-d]pyrimidin-6-yl]oxypyrrolidine-1-carboxylate